CC=1N=C2N(N=C(C=C2C)C2=C3C=NNC(C3=CC=C2)=O)C1 5-[2,8-dimethylimidazo[1,2-b]pyridazin-6-yl]-2H-phthalazin-1-one